3-(N-methyl-N-trifluoroacetylamino)-thiophene CN(C(C(F)(F)F)=O)C1=CSC=C1